C(C)(C)(C)C=1C=C(NN1)NC(=O)NC1=CC=C(C=C1)N1C=NC2=C1C=CC(=C2)OCC2(COC2)C 1-(5-tert-butyl-2H-pyrazol-3-yl)-3-{4-[5-(3-methyl-oxetan-3-ylmethoxy)-benzimidazole-1-yl]-phenyl}urea